6-(pyrimidin-2-ylamino)pyridazine-3-carboxamide N1=C(N=CC=C1)NC1=CC=C(N=N1)C(=O)N